5-cyano-2-methyl-N-(1-(2-(4-(trifluoromethyl)-1H-1,2,3-triazol-1-yl)quinolin-4-yl)ethyl)benzamide C(#N)C=1C=CC(=C(C(=O)NC(C)C2=CC(=NC3=CC=CC=C23)N2N=NC(=C2)C(F)(F)F)C1)C